4-methylpropylmorpholine bromide [Br-].CN1C(COCC1)CCC